BrC=1C(=C(C(=C(C1C1=CC=CC=C1)C=O)O)O)OC bromo-3,4-dihydroxy-5-methoxy-[1,1'-biphenyl]-2-carbaldehyde